C(C)N(C1=CC=C(C(=O)Cl)C=C1)CC 4-(diethylamino)benzoyl chloride